C(C)(C)(CC)OOC(CC(C)O)C 4-(t-amylperoxy)-2-pentanol